diethylene glycol bis(3-mercapto valerate) SC(CC(=O)OCCOCCOC(CC(CC)S)=O)CC